tert-butyl-4-(6-acetyl-8-chloroimidazo[1,5-a]pyridin-5-yl)piperazine C(C)(C)(C)N1CCN(CC1)C1=C(C=C(C=2N1C=NC2)Cl)C(C)=O